Ethyl acetohydroxamate C(C)(=O)NOCC